di-(2-propylheptyl)sulfosuccinic acid C(CC)C(CC(C(C(=O)O)S(=O)(=O)O)(C(=O)O)CC(CCCCC)CCC)CCCCC